1,3-dimethyl-imidazole hexafluorophosphate F[P-](F)(F)(F)(F)F.CN1CN(C=C1)C